FC=1C(=C(C=C(C1)CC(C)C)N1CCC2(C[C@H]2C=2N=NC=CC2)CC1)C=1N=NNN1 (R)-6-(3-fluoro-5-isobutyl-2-(2H-tetrazol-5-yl)phenyl)-1-(pyridazin-3-yl)-6-azaspiro[2.5]octane